diglycidyl epoxycyclohexane-1,2-dicarboxylate C12(C(CCCC1)(O2)C(=O)OCC2CO2)C(=O)OCC2CO2